C[C@@H]1CC[C@H](N(C1)C(C(=O)NC=1C=C(C=NC1)C(=O)N)=O)C1=CC=CC=C1 5-[[2-[(2S,5R)-5-methyl-2-phenyl-1-piperidyl]-2-oxo-acetyl]amino]pyridine-3-carboxamide